OCCOC(C(C)(C)N=NC(C(=O)OCCO)(C)C)=O 2,2'-azobisisobutyric acid di(2-hydroxyethyl) ester